(4R)-hydroxy-L-proline methyl ester COC([C@H]1N(CCC1)O)=O